OC(C(=O)O)C=1C=C(C=CC1)C 2-hydroxy-2-(m-tolyl)acetic acid